2-dimethylaminocyclobutane CN(C1CCC1)C